C1CCC2=C(C=3CCCC3C=C12)NC(=O)N[C@@H](C(=O)OCC)CC=1C=NC=CC1 ethyl (2R)-2-{[(1,2,3,5,6,7-hexahydro-s-indacen-4-yl)carbamoyl]amino}-3-(pyridin-3-yl)propanoate